O[C@@H]1CC2=C[C@H]([C@H]3[C@@H]4CCC([C@@]4(C)CC[C@@H]3[C@]2(CC1)C)=O)O 3β,7α-dihydroxyandrost-5-en-17-one